ClC=1C(=NC(=NC1)NC=1C=NN(C1)C)NC=1C=C(C=C(C1)C(F)(F)F)NC(C=C)=O N-(3-((5-chloro-2-((1-methyl-1H-pyrazol-4-yl)amino)pyrimidin-4-yl)amino)-5-(trifluoromethyl)phenyl)acrylamide